Butyl 3-(2,4-difluoro-5-(4,4,5,5-tetramethyl-1,3,2-dioxaborolan-2-yl)benzoyl)-5-(4,4,5,5-tetramethyl-1,3,2-dioxaborolan-2-yl)benzoate FC1=C(C(=O)C=2C=C(C(=O)OCCCC)C=C(C2)B2OC(C(O2)(C)C)(C)C)C=C(C(=C1)F)B1OC(C(O1)(C)C)(C)C